(R)-N-(3-chloro-4-(pyridin-2-ylmethoxy)phenyl)-7-((1,3-dimethylpyrrolidin-3-yl)ethynyl)-6-nitroquinazolin-4-amine ClC=1C=C(C=CC1OCC1=NC=CC=C1)NC1=NC=NC2=CC(=C(C=C12)[N+](=O)[O-])C#C[C@@]1(CN(CC1)C)C